1-furfuryl-2-pyrrolecarbaldehyde C(C1=CC=CO1)N1C(=CC=C1)C=O